1-(tert-butyl)-N-(4-chloro-2-fluoro-5-(8-morpholinoimidazo[1,2-a]pyridin-6-yl)phenyl)-5-fluoro-1H-pyrazole-4-carboxamide C(C)(C)(C)N1N=CC(=C1F)C(=O)NC1=C(C=C(C(=C1)C=1C=C(C=2N(C1)C=CN2)N2CCOCC2)Cl)F